3-({[(2,6-dimethylpyridin-4-yl)methyl][(3S)-1-(pyridine-3-yl)piperidin-3-yl]amino}methyl)-1-methyl-1,4-dihydroquinolin-4-one CC1=NC(=CC(=C1)CN([C@@H]1CN(CCC1)C=1C=NC=CC1)CC1=CN(C2=CC=CC=C2C1=O)C)C